C(C)(C)(C)OC(=O)N(CCOC1=C(C=CC=C1)C1=CC=CC=C1)C 2'-(2-((tert-butoxycarbonyl)(methyl)-amino)ethoxy)-[1,1'-biphenyl]